gamma-(4-fluorophenyl)butyrolactone FC1=CC=C(C=C1)C1CCC(=O)O1